C(C)(C)[Al](C(C)C)Cl diisopropylaluminum monochloride